5-[1-(tert-butoxycarbonyl)piperidin-4-yl]thiophene-2-carboxylic acid C(C)(C)(C)OC(=O)N1CCC(CC1)C1=CC=C(S1)C(=O)O